NC1CCN(CC1)C1=C(C=C(C=C1)C1=CC(=CC(=C1)C)C(=O)N[C@@H](C=1NC2=CC=CC=C2C1)C1=C(C=CC(=C1)F)O)F (R)-4'-(4-aminopiperidin-1-yl)-3'-fluoro-N-((5-fluoro-2-hydroxyphenyl)(1H-indole-2-yl)methyl)-5-methyl-[1,1'-biphenyl]-3-carboxamide